BrC1=CC=C(C=C1)C1N(CC(C1)(F)F)C(=O)OC(C)(C)C tert-butyl 2-(4-bromophenyl)-4,4-difluoro-pyrrolidine-1-carboxylate